ClC1=C(C(=NC=2N=C(N=C(C21)O)SC)Cl)Cl 5,6,7-trichloro-2-(methylthio)pyrido[2,3-d]pyrimidin-4-ol